isothiazolo[4,5-b]pyridine S1N=CC2=NC=CC=C21